FC(C(C(C(C(C(F)(F)F)(F)F)(F)F)(F)F)(F)F)(S(=O)(=O)O)F Perfluorohexanesulfonic acid